ClC1=C(C=CC=C1C1=CC=C(C(=N1)OC)CNCC(=O)N)C1=C(C(=CC=C1)NC=1C2=C(N=C(N1)C)C=CC=N2)C 2-(((6-(2-chloro-2'-methyl-3'-((2-methylpyrido[3,2-d]pyrimidin-4-yl)amino)-[1,1'-biphenyl]-3-yl)-2-methoxypyridin-3-yl)methyl)amino)acetamide